SC[C@H]([C@@H](CS)O)O (2S,3S)-1,4-Bis(sulfanyl)butane-2,3-diol